3-(2-methyl-6-(4-(morpholinomethyl)phenethyl)-4-oxoquinazolin-3(4H)-yl)piperidine-2,6-dione CC1=NC2=CC=C(C=C2C(N1C1C(NC(CC1)=O)=O)=O)CCC1=CC=C(C=C1)CN1CCOCC1